N=1C=NN2C1C=CC(=C2)C=2C=CN1N=C(N=C(C12)OC)NC1CCC(CC1)(C#N)C (1r,4r)-4-((5-([1,2,4]triazolo[1,5-a]pyridin-6-yl)-4-methoxypyrrolo[2,1-f][1,2,4]triazin-2-yl)amino)-1-methylcyclohexane-1-carbonitrile